C1(CC1)C1=C(C=C(C=C1)[C@@H](NC(=O)[C@H]1N(C[C@@H](C1)F)C(CCC1=NNC(N1)=O)=O)C1=CC=CC=C1)F (2S,4R)-N-[(S)-(4-cyclopropyl-3-fluorophenyl)(phenyl)methyl]-4-fluoro-1-[3-(5-oxo-4,5-dihydro-1H-1,2,4-triazol-3-yl)propanoyl]pyrrolidine-2-carboxamide